ClC=1C=CC(=NC1)CC(=O)NC1=CC(=C(C=C1)C)[C@H](C)NC=1C=NC=2C(N1)=NN(C2)CC (S)-2-(5-chloropyridin-2-yl)-N-(3-(1-((2-ethyl-2H-pyrazolo[3,4-b]pyrazin-6-yl)amino)ethyl)-4-methylphenyl)acetamide